3-hydroxy-3-(4-(4-(4-(trifluoromethyl)phenyl)piperidine-1-carbonyl)phenyl)pyrrolidine-1-carboxylic acid tert-butyl ester C(C)(C)(C)OC(=O)N1CC(CC1)(C1=CC=C(C=C1)C(=O)N1CCC(CC1)C1=CC=C(C=C1)C(F)(F)F)O